1-(tetrahydro-pyran-4-yl)-prop-2-yn-1-ol O1CCC(CC1)C(C#C)O